C(C1=CC=CC=C1)OCCCCOC=1C=C(C=CC1N1CCN(CC1)C)C1=NNC2=CC=C(C=C12)Br 3-(3-(4-(benzyloxy)butyloxy)-4-(4-methylpiperazin-1-yl)phenyl)-5-bromo-1H-indazole